6-chloro-3-((dimethylamino)methyl)-1H-indole-2-carboxylic acid ClC1=CC=C2C(=C(NC2=C1)C(=O)O)CN(C)C